4-((1R,5S)-3,8-diazabicyclo[3.2.1]oct-3-yl)-2-(3-(dimethylamino)propoxy)-7-(3-hydroxynaphthalen-1-yl)pyrido[3,4-d]pyrimidin-8(7H)-one dihydrochloride Cl.Cl.[C@H]12CN(C[C@H](CC1)N2)C=2C1=C(N=C(N2)OCCCN(C)C)C(N(C=C1)C1=CC(=CC2=CC=CC=C12)O)=O